[Ni](=S)=S nickel sulphide-sulphide